ClC=1C(=NC(=NC1)C(=O)N[C@@H]1C(N(C2=C(O[C@@H]1C)C=CC=N2)C)=O)C2=C(C=C(C=C2)F)F 5-chloro-4-(2,4-difluorophenyl)-N-((2R,3S)-2,5-dimethyl-4-oxo-2,3,4,5-tetrahydropyrido[3,2-b]-[1,4]oxazepin-3-yl)pyrimidine-2-carboxamide